ClC1=CC(=C(C=C1)C1=NOC(=C1[C@H](O)C=1C=NC=CC1)C1=C(C=C(C=C1)F)F)F (R)-[3-(4-chloro-2-fluorophenyl)-5-(2,4-di-fluorophenyl)-1,2-oxazol-4-yl](pyridin-3-yl)methanol